N-((1s,4s)-4-((7-Morpholino-1,6-naphthyridin-5-yl)oxy)cyclohexyl)pyrimidine-5-carboxamide O1CCN(CC1)C1=NC(=C2C=CC=NC2=C1)OC1CCC(CC1)NC(=O)C=1C=NC=NC1